7-chloro-4-(1-methyl-3-phenyl-1H-pyrazol-4-yl)pyrido[3,2-d]pyrimidin-6-amine ClC1=CC=2N=CN=C(C2N=C1N)C=1C(=NN(C1)C)C1=CC=CC=C1